3-(3H-[1,2,3]triazolo[4,5-b]pyridin-5-yl)-N-(4-((benzyloxy)methyl)phenyl)-2-methylbenzamide N1=NNC2=NC(=CC=C21)C=2C(=C(C(=O)NC1=CC=C(C=C1)COCC1=CC=CC=C1)C=CC2)C